5,6-dihydro-5-oxo-1-naphthalenesulfonate O=C1C=2C=CC=C(C2C=CC1)S(=O)(=O)[O-]